N1(CCC1)C1=CC(=C(C=C1F)C=1C(=NC(=NC1)C1=C(C=CC=C1OC)F)C(=O)N)N1[C@@H]2CN[C@H](C1)C2 (4-(azetidin-1-yl)-2-((1S,4S)-2,5-diazabicyclo[2.2.1]hept-2-yl)-5-fluorophenyl)-2-(2-fluoro-6-methoxyphenyl)pyrimidine-4-carboxamide